N-(4-(chlorodifluoromethoxy)phenyl)-7-(2-(5-fluoropyrimidin-2-yl)-2,4-dihydropyrazolo[3',4':3,4]cyclopenta[1,2-b]pyridin-7-yl)-1-isopropyl-1H-benzo[d]imidazole-5-carboxamide ClC(OC1=CC=C(C=C1)NC(=O)C1=CC2=C(N(C=N2)C(C)C)C(=C1)C=1C=C2C(=NC1)CC=1C2=NN(C1)C1=NC=C(C=N1)F)(F)F